BrC=1C=CC(=C2C(=C(C(=NC12)SCC1=NOC(=C1)C)C(C(C)C)=O)Cl)Cl 1-(8-bromo-4,5-dichloro-2-(((5-methylisoxazol-3-yl)methyl)thio)quinolin-3-yl)-2-methylpropan-1-one